ClC1=CC=C(S1)CNC1=CC(=NN1C(C(C)(C)C)=O)C1CCN(CC1)CC1=NOC=N1 1-(5-[(5-chlorothiophen-2-yl)methyl]amino-3-[1-(1,2,4-oxadiazol-3-ylmethyl)piperidin-4-yl]-1H-pyrazol-1-yl)-2,2-dimethylpropan-1-one